dihydro-2H-[1,4'-bipyridine]-1'(2'H)-Carboxylic acid tert-butyl ester C(C)(C)(C)OC(=O)N1CC=C(C=C1)N1CCCC=C1